COC1=NC=C(C=C1N)C methoxy-5-methylpyridin-3-amine